5-Bromo-N-(tert-butyl)-6-(1-(3-chloropyridin-2-yl)-3-methoxy-1H-pyrazol-5-carboxamido)pyrazolo[1,5-a]pyridin-7-carboxamid BrC1=CC=2N(C(=C1NC(=O)C1=CC(=NN1C1=NC=CC=C1Cl)OC)C(=O)NC(C)(C)C)N=CC2